4-amino-7-fluoro-N-(1-methyl-1H-pyrazol-4-yl)-N-(7-(trifluoromethyl)chroman-4-yl)-1,3-dihydrofuro[3,4-c]quinolin-8-carboxamide NC1=NC=2C=C(C(=CC2C2=C1COC2)C(=O)N(C2CCOC1=CC(=CC=C21)C(F)(F)F)C=2C=NN(C2)C)F